BrC=1C=C(C=2N(C1)C=C(N2)C21CC(C2)(C1)NC)F 3-(6-bromo-8-fluoro-imidazo[1,2-a]pyridin-2-yl)-N-methyl-bicyclo[1.1.1]pentan-1-amine